ClC1=C(C=CC(=C1)Cl)[C@@H](C)N1C(=NC2=C1C=C(C(=C2)F)F)N2C[C@H]([C@@H](CC2)F)N (3R,4R)-1-(1-((1R)-1-(2,4-dichlorophenyl)ethyl)-5,6-difluoro-1H-benzoimidazol-2-yl)-4-fluoro-3-piperidinamine